C-inosine OCC1CC(N2C=NC3C(O)=NC=NC2=3)C(O)C1O